4-(4-((1R,5S)-3,8-diazabicyclo[3.2.1]oct-3-yl)-8-fluoro-2-(((S)-1-isopropylpyrrolidin-2-yl)methoxy)-5-(propynyl)pyrido[4,3-d]pyrimidin-7-yl)-5-ethyl-6-fluoronaphthalen-2-ol [C@H]12CN(C[C@H](CC1)N2)C=2C1=C(N=C(N2)OC[C@H]2N(CCC2)C(C)C)C(=C(N=C1C#CC)C1=CC(=CC2=CC=C(C(=C12)CC)F)O)F